N-(6-bromo-1,3-dioxo-1,3-dihydroisobenzofuran-4-yl)acetamide BrC1=CC(=C2C(OC(C2=C1)=O)=O)NC(C)=O